2-(4-((dimethylamino)methyl)phenyl)-N-((5-(2,6-dioxopiperidin-3-yl)-4-oxo-5,6-dihydro-4H-thieno[3,4-c]pyrrol-1-yl)methyl)-2-oxoacetamide CN(C)CC1=CC=C(C=C1)C(C(=O)NCC=1SC=C2C1CN(C2=O)C2C(NC(CC2)=O)=O)=O